(E)-2-(7-Bromo-1-(4-(4-fluorophenoxy)benzylidene)-2-methyl-1H-inden-3-yl)acetic acid BrC=1C=CC=C2C(=C(\C(\C12)=C/C1=CC=C(C=C1)OC1=CC=C(C=C1)F)C)CC(=O)O